(2S,3R)-3-(((2S,3R)-3-mercaptobut-2-yl)thio)butan-2-ol S[C@@H]([C@H](C)S[C@@H]([C@H](C)O)C)C